(S)-N-(6-bromo-2-((4aS,5aR)-5a-methyl-1,4,4a,5,5a,6-hexahydrocyclopropa[f]indazol-3-yl)-1H-benzo[d]imidazol-5-yl)-N-methyl-2-morpholinopropanamide BrC=1C(=CC2=C(NC(=N2)C2=NNC=3C[C@@]4([C@H](CC23)C4)C)C1)N(C([C@H](C)N1CCOCC1)=O)C